2-(2-oxo-3H-1,3-benzoxazol-6-yl)-2,7-diazaspiro[3.5]nonane-7-carboxylic acid tert-butyl ester C(C)(C)(C)OC(=O)N1CCC2(CN(C2)C2=CC3=C(NC(O3)=O)C=C2)CC1